4-(4-(furan-3-yl)-7-phenyl-6,7-dihydro-5H-pyrrolo[2,3-d]pyrimidin-2-yl)morpholine O1C=C(C=C1)C=1C2=C(N=C(N1)N1CCOCC1)N(CC2)C2=CC=CC=C2